2-amino-4,4-biphenyldicarboxylic acid NC1=C(C=CC(C1)(C(=O)O)C(=O)O)C1=CC=CC=C1